CC(C(=O)O)(C1=CC=CC=C1)C α,α-dimethylbenzeneacetic acid